C(C(C)C)C1=CC(=NN1C1=CC(=CC=C1)C)NC1=C(C(=O)O)C=C(C=N1)C=1SC=CC1 2-((5-isobutyl-1-(3-methylphenyl)-1H-pyrazol-3-yl)amino)-5-(thiophen-2-yl)nicotinic acid